CC(CC(CCC)=O)=O.[Cr+3] chromium (III) 2,4-heptanedione